4-(1-((3-(difluoromethyl)-1-methyl-1H-pyrazol-4-yl)sulfonyl)-1-fluoroethyl)-N-(isoxazol-3-yl)piperidine-1-carboxamide FC(C1=NN(C=C1S(=O)(=O)C(C)(F)C1CCN(CC1)C(=O)NC1=NOC=C1)C)F